3-(2-Boronoethyl)-2-hydroxy-6-{[1-(4-hydroxy-6-methylpyridine-3-carbonyl)azetidin-3-yl]oxy}benzoic acid B(O)(O)CCC=1C(=C(C(=O)O)C(=CC1)OC1CN(C1)C(=O)C=1C=NC(=CC1O)C)O